S-(-)-tert-butyl-sulfinamide C(C)(C)(C)S(=O)N